Thymyl 2,2-dimethylcyclopropanecarboxylate CC1(C(C1)C(=O)OC1=CC(C)=CC=C1C(C)C)C